C(C)(C)(C)OC(=O)N1CC(C1)N1N=C(C=C1Cl)N 3-(3-amino-5-chloro-1H-pyrazol-1-yl)azetidine-1-carboxylic acid tert-butyl ester